C[SnH](C1=NN(C2=CC(=CC=C12)C1=C(C=C(C(=C1)F)OC)CC)C1OCCCC1)C 3-(dimethyl-stannyl)-6-(2-ethyl-5-fluoro-4-methoxyphenyl)-1-(tetrahydro-2H-pyran-2-yl)-1H-indazole